BrC=1C=NC(=NC1)NC1=C(C=C(C(=C1)CC)N1CCC(CC1)N1CCOCC1)OC 5-bromo-2-((5-ethyl-2-methoxy-4-(4-morpholinopiperidin-1-yl)phenyl)amino)pyrimidine